ClC=1C=CC(=C(C1)[C@@H](C)N(C(=O)OC(C)(C)C)C(=O)OC(C)(C)C)CN1C(NC(C2=C1C=CN2)=O)=S Di-tert-butyl [(1R)-1-{5-chloro-2-[(4-oxo-2-thioxo-2,3,4,5-tetrahydro-1H-pyrrolo[3,2-d]pyrimidin-1-yl)methyl]phenyl}ethyl]imidodicarbonate